C(C)(C)(C)N1C2=CC=CC=C2C=2C=C(C(=C(C12)[SiH3])[SiH3])I 9-tertiary butyl-disilyl-3-iodocarbazole